COC1=CC=C(C=C1)C1=NN(C(C=C1)C1=CC=CC=C1)C1=C(C=CC=C1)C 3-(4-methoxyphenyl)-6-phenyl-1-tolyl-1,6-dihydropyridazine